4-(3,5-dioxo-1,2,4-oxadiazolidin-2-yl)butanoic acid O=C1N(OC(N1)=O)CCCC(=O)O